FC1=C(C=C(C=N1)NC(=O)C=1C(=C(N2CCCCC12)C(C(=O)NCC(C)(C)O)=O)C)C N-(6-fluoro-5-methylpyridin-3-yl)-3-(2-((2-hydroxy-2-methylpropyl)amino)-2-oxoacetyl)-2-methyl-5,6,7,8-tetrahydroindolizine-1-carboxamide